F[P-](F)(F)(F)(F)F.BrC1N(CCC1)OP(ON1CCCC1)(ON1CCCC1)=O Bromo-tripyrrolidinylphosphoric acid hexafluorophosphate